B1OC2=C(C=CC=C2)OBO1 4-phenylene diboronate